6-(3-morpholino-3-oxopropyl)quinolin O1CCN(CC1)C(CCC=1C=C2C=CC=NC2=CC1)=O